N-(2-aminoethyl)-[1,1'-biphenyl]-3-carboxamide NCCNC(=O)C=1C=C(C=CC1)C1=CC=CC=C1